Ethyl 2-[1-(oxan-4-yl)pyrazol-4-yl]pyrazolo[1,5-a]pyrimidine-3-carboxylate O1CCC(CC1)N1N=CC(=C1)C1=NN2C(N=CC=C2)=C1C(=O)OCC